C(C)C1=CC2=C(C(C=3NC4=CC(=CC=C4C3C2)I)(C)C)C=C1N1CCC(CC1)N1CCOCC1 9-Ethyl-3-iodo-6,6-dimethyl-8-(4-morpholinopiperidin-1-yl)-5,6-dihydro-11H-benzo[b]carbazole